ClC1=NC2=CC(=CC=C2C=C1C1CC(=NN1C(CCCC(=O)OCC)=O)C1=CC=C(C=C1)C=1C=NOC1)OCC Ethyl 5-(5-(2-chloro-7-ethoxyquinolin-3-yl)-3-(4-(isoxazol-4-yl)phenyl)-4,5-dihydro-1H-pyrazol-1-yl)-5-oxopentanoate